1,2-dimethyl ethylene oxide CC1C(C)O1